FC=1C(=C(C=C2NC(C=3N(C12)C(=NN3)C)(C)C)OC)C3=C1C=CN(C1=CC=C3)S(=O)(=O)C 9-Fluoro-7-methoxy-1,4,4-trimethyl-8-(1-methylsulfonyl-1H-indol-4-yl)-5H-[1,2,4]triazolo[4,3-a]quinoxaline